3-bromo-4-[(2,4-difluorobenzyl)oxy]-6-methyl-1-(2-methyl-4-vinylphenyl)pyridin-2(1H)-one BrC=1C(N(C(=CC1OCC1=C(C=C(C=C1)F)F)C)C1=C(C=C(C=C1)C=C)C)=O